methyl 5-(3-chloro-4-fluorophenyl)-1-(4-methoxybenzyl)-1H-1,2,3-triazole-4-carboxylate ClC=1C=C(C=CC1F)C1=C(N=NN1CC1=CC=C(C=C1)OC)C(=O)OC